{[1-(6,7-dimethoxyquinazolin-4-yl)piperidin-4-yl]methyl}(imino)methyl-λ6-sulfanone COC=1C=C2C(=NC=NC2=CC1OC)N1CCC(CC1)C[SH2](=O)C=N